C(#N)CC(N1N=CC(=C1)C=1C2=C(N=CN1)NC=C2)C=2C=C(C=CC2)S(=O)(=O)NCCC 3-{2-cyano-1-[4-(7H-pyrrolo-[2,3-d]pyrimidin-4-yl)-1H-pyrazol-1-yl]ethyl}-N-propylbenzenesulfonamide